C(C)OC(=O)C1=NN2C(N=C(C=C2O)O)=C1C(C)C 5,7-dihydroxy-3-isopropyl-pyrazolo[1,5-a]pyrimidine-2-carboxylic acid ethyl ester